C(C)N(CCC1=CC=C(C=C1)NC(=O)C1=C(C=C(C(=C1)OC)OC)NC(=O)C=1OC2=CC=CC=C2C(C1)=O)CC=1N(C=CC1)CC=1C=NC=CC1 N-(2-((4-(2-(Ethyl((1-(pyridin-3-ylmethyl)-1H-pyrrol-2-yl)methyl)amino)ethyl)phenyl)carbamoyl)-4,5-dimethoxyphenyl)-4-oxo-4H-chromene-2-carboxamide